ClC1=CC(=C(C=C1)NS(=O)(=O)C1=CNC2=CC(=CC=C12)C(F)(F)F)F N-(4-chloro-2-fluorophenyl)-6-(trifluoromethyl)-1H-indole-3-sulfonamide